CN(CCNC1=NC(=NC2=CC=CC=C12)NCCC1=CC=C(C=C1)OC)C N4-(2-(dimethylamino)ethyl)-N2-(4-methoxyphenethyl)quinazoline-2,4-diamine